3-(2-Boronoethyl)-2-hydroxy-6-{[1-(3-phenylpropionyl)azetidin-3-yl]oxy}benzoic acid B(O)(O)CCC=1C(=C(C(=O)O)C(=CC1)OC1CN(C1)C(CCC1=CC=CC=C1)=O)O